2,3,4,5,6,6-hexachlorodecane ClC(C)C(C(C(C(CCCC)(Cl)Cl)Cl)Cl)Cl